C(C1=CC=CC=C1)OCC(C(C(C(C)O)OCC1=CC=CC=C1)OCC1=CC=CC=C1)O 1,3,4-tris(benzyloxy)hexane-2,5-diol